1-undecyl-2-propylpyrrolidinium methanesulfonate CS(=O)(=O)[O-].C(CCCCCCCCCC)[NH+]1C(CCC1)CCC